4-(5-{[(3R)-2-oxoazepan-3-yl]amino}pyrido[2,3-e][1,2,4]triazolo[1,5-c]pyrimidin-2-yl)benzonitrile O=C1NCCCC[C@H]1NC1=NC2=C(C=3N1N=C(N3)C3=CC=C(C#N)C=C3)N=CC=C2